1-thioglucosylpropylamide C1([C@H](S)[C@@H](O)[C@H](O)[C@H](O1)CO)C(CC)[NH-]